NC=1N=CC(=NC1OC(C)C1=C(C(=CC=C1F)F)Cl)C=1C=C(C=CC1)C(=O)N1CCN(CC1)C (3-{5-amino-6-[1-(2-chloro-3,6-difluoro-phenyl)-ethoxy]-pyrazin-2-yl}-phenyl)-(4-methyl-piperazin-1-yl)-methanone